6-phenyl-8-chloro-4H-[1,2,4]triazolo[4,3-a][1,4]benzodiazepine C1(=CC=CC=C1)C1=NCC=2N(C3=C1C=C(C=C3)Cl)C=NN2